ClC1=C(SC(=C1)C1=NC=NC(=C1)NCCN1C(=CC2=C(C=CC(=C12)F)OC)C)C(=O)O 3-Chloro-5-{6-[2-(7-fluoro-4-methoxy-2-methyl-indol-1-yl)-ethylamino]-pyrimidin-4-yl}-thiophene-2-carboxylic acid